Cl.CC1=CC(=NC=C1B1OC(C(O1)(C)C)(C)C)N 4-methyl-5-(4,4,5,5-tetramethyl-1,3,2-dioxaborolan-2-yl)-2-pyridinamine hydrochloride